C[C@@H]1N(C2=CC=CC=C2[C@@H](C1)NC1CCC(CC1)C(=O)O)C(CC)=O |o1:1,9| (1R,4r)-4-(((2S*,4R*)-2-methyl-1-propionyl-1,2,3,4-tetrahydroquinolin-4-yl)amino)cyclohexane-1-carboxylic acid